C1(CC1)N1N=CC(=C1)C1CN(CCO1)C1=CC=2C(=NC(=C(N2)C)C)C(=N1)C1=C(C=C(C=C1)F)F 2-(1-cyclopropyl-1H-pyrazol-4-yl)-4-(5-(2,4-difluorophenyl)-2,3-dimethylpyrido[3,4-b]pyrazin-7-yl)morpholine